trichloro-octadecylsilane Cl[Si](CCCCCCCCCCCCCCCCCC)(Cl)Cl